ClC=1C=C2C(=CC(=NC2=CC1)C(F)(F)F)NCC1(CN(C1)C(=O)NC([2H])([2H])[2H])N1N=C(C=C1)F 3-(((6-Chloro-2-(trifluoromethyl)quinolin-4-yl)amino)methyl)-3-(3-fluoro-1H-pyrazol-1-yl)-N-(methyl-d3)azetidine-1-carboxamide